CC=1N=CN(C1)C=1C=C(C=C(C1)C(F)(F)F)NC(=O)C1=CC=C2CCN(C2=C1)C(C1=CC(=NC=C1)C(NC)=O)=O N-(3-(4-methyl-1H-imidazol-1-yl)-5-(trifluoromethyl)phenyl)-1-(2-(methylcarbamoyl)isonicotinoyl)indoline-6-carboxamide